C(C(=O)C)(=O)O.ClC=1C=C(C=CC1)C1=CC=CC=C1 D-3-chlorobiphenyl pyruvate